4,5-epoxy-8-methyltricyclo[5.2.1.02,6]deca-8-ene CC=1C2C3C4C(CC3C(C1)C2)O4